6-(4-isopropyl-5-(8-methoxy-[1,2,4]triazolo[1,5-a]pyridin-6-yl)-1H-pyrazol-3-yl)-N,N-dimethyl-1,2,3,4-tetrahydronaphthalen-2-amine C(C)(C)C=1C(=NNC1C=1C=C(C=2N(C1)N=CN2)OC)C=2C=C1CCC(CC1=CC2)N(C)C